ClC1=CC=CC(=N1)C(=O)N1CC([C@@H]([C@@]12CC(CC2)(F)F)O)(F)F (6-chloropyridin-2-yl)((4r,5r)-3,3,7,7-tetrafluoro-4-hydroxy-1-azaspiro[4.4]nonan-1-yl)methanone